C(C)(C)(C)OC=1C=C2CC[C@H]([C@H](C2=CC1)C1=CC=C(C=C1)O)C1=CC=CC=C1 4-[(S,2R)-6-tert-butoxy-2-phenyl-tetralin-1-yl]phenol